C(C)(C)(C)OC(=O)N1C(CCC2=CC=CC=C12)C(=O)O 1-(tert-butoxycarbonyl)-1,2,3,4-tetrahydroquinoline-2-carboxylic acid